(S)-2-(2-(cyclopropanesulfonamido)pyrimidin-4-yl)-N-(5-(6-ethoxypyrazin-2-yl)pyridin-2-yl)-2-fluorobutanamide C1(CC1)S(=O)(=O)NC1=NC=CC(=N1)[C@](C(=O)NC1=NC=C(C=C1)C1=NC(=CN=C1)OCC)(CC)F